NC1=C(C(N(N=C1C)CC1=NC(=NO1)C[C@H](O)C1=CC=C(C=C1)Cl)=O)C (S)-5-amino-2-((3-(2-(4-chlorophenyl)-2-hydroxyethyl)-1,2,4-oxadiazol-5-yl)methyl)-4,6-dimethylpyridazin-3(2H)-one